(S)-1-(2-((S)-4-(Difluoromethyl)-2-oxooxazolidin-3-yl)-5,6-dihydrobenzo[f]pyrazolo[1,5-d][1,4]oxazepin-9-yl)pyrrolidine-2-carboxamide FC([C@H]1N(C(OC1)=O)C1=NN2CCOC3=C(C2=C1)C=CC(=C3)N3[C@@H](CCC3)C(=O)N)F